C(C1=CC=CC=C1)OC1=CC=C(C=C1)C=1C=CC(N(C1)CC(CC(=O)OCC)=O)=O ethyl 4-(5-(4-(benzyloxy) phenyl)-2-oxopyridin-1(2H)-yl)-3-oxobutanoate